N-(4-bromophenyl)-N-[[4-[5-(difluoromethyl)-1,3,4-oxadiazol-2-yl]-2-fluoro-phenyl]methyl]thiomorpholine-4-carboxamide BrC1=CC=C(C=C1)N(C(=O)N1CCSCC1)CC1=C(C=C(C=C1)C=1OC(=NN1)C(F)F)F